Cl.O1C[C@H](CC1)NC=1C=2CNCC2C=CC1 (S)-N-(tetrahydrofuran-3-yl)isoindolin-4-amine hydrochloride